(E)-4-chloro-N-[2-methyl-3-[6-(1-methylpyrazol-4-yl)pyrazolo[1,5-a]pyrazin-4-yl]oxy-phenyl]but-2-enamide ClC/C=C/C(=O)NC1=C(C(=CC=C1)OC=1C=2N(C=C(N1)C=1C=NN(C1)C)N=CC2)C